((6-(6,7-dimethoxy-3-methyl-4-oxo-3,4-dihydrophthalazin-1-yl)-3,4-dihydroisoquinolin-2(1H)-yl)sulfonyl)carbamic acid tert-butyl ester C(C)(C)(C)OC(NS(=O)(=O)N1CC2=CC=C(C=C2CC1)C1=NN(C(C2=CC(=C(C=C12)OC)OC)=O)C)=O